N[C@@H](C(C)C)C(=O)N1[C@@H](C[C@H](C1)O)C(=O)N[C@@H](CO)C1=CC=C(C=C1)C1=NC=CC=N1 (2S,4R)-1-(L-valyl)-4-hydroxy-N-((R)-2-hydroxy-1-(4-(pyrimidin-2-yl)phenyl)ethyl)pyrrolidine-2-carboxamide